O1[C@H](COCC1)COC1=C2C(=NC(=C1)F)C(=CN2)C2=NC=CC=C2 7-{[(2R)-1,4-dioxan-2-yl]methoxy}-5-fluoro-3-(pyridin-2-yl)-1H-pyrrolo[3,2-b]pyridin